N-(6-Chloroimidazo[1,2-b]pyridazin-2-yl)propanamide ClC=1C=CC=2N(N1)C=C(N2)NC(CC)=O